NC1=C(C=C(C=2C(C3=CC=CC=C3C(C12)=O)=O)NC1=CC=CC=C1)S(=O)(=O)[O-].[Na+] sodium 1-amino-9,10-dihydro-9,10-dioxo-4-(phenylamino)-2-anthracenesulfonate